5-fluoro-2-(1-methyl-4-((1-methyl-1H-pyrazol-4-yl)methyl)-1H-pyrazol-3-yl)benzene FC=1C=CC(=CC1)C1=NN(C=C1CC=1C=NN(C1)C)C